[trans-4-({4-[(trifluoromethyl)sulfanyl]phenyl}Amino)cyclohexyl](imino)-λ6-sulfanone FC(F)(F)SC1=CC=C(C=C1)N[C@@H]1CC[C@H](CC1)S(=O)=N